C1(=CC=CC=C1)NC1=CC(=NC=C1C(=O)N)NC1=NC=C(C=C1)N1CCN(CC1)C 4-(phenylamino)-6-((5-(4-methylpiperazin-1-yl)pyridin-2-yl)amino)nicotinamide